FC=1C=C(C=C(C1)C(F)(F)F)NC(=O)NC1CC2(CN(C2)C(=O)C=2C=NN3C2C=NC=C3)C1 1-(3-fluoro-5-(trifluoromethyl)phenyl)-3-(2-(pyrazolo[1,5-a]pyrazine-3-carbonyl)-2-azaspiro[3.3]heptan-6-yl)urea